(2S,4r)-4-hydroxy-2-[[(1S)-1-[4-(4-methylthiazol-5-yl)-phenyl]ethyl]carbamoyl]pyrrolidine-1-carboxylic acid tert-butyl ester C(C)(C)(C)OC(=O)N1[C@@H](C[C@H](C1)O)C(N[C@@H](C)C1=CC=C(C=C1)C1=C(N=CS1)C)=O